CC1=NOC(=C1C=1C=C2C(=NC1)C(=CN2C(C2=NC=CC=C2)C2=CC=CC=C2)C2=CC=C(C(=O)O)C=C2)C 4-(6-(3,5-dimethylisoxazol-4-yl)-1-(phenyl(pyridin-2-yl)methyl)-1H-pyrrolo[3,2-b]pyridin-3-yl)benzoic acid